4-[[4-[3-(tert-butoxycarbonylamino)anilino]-2-methylsulfanyl-pyrimidin-5-yl]methylamino]-3,4-dihydro-2H-quinoline-1-carboxylic acid tert-butyl ester C(C)(C)(C)OC(=O)N1CCC(C2=CC=CC=C12)NCC=1C(=NC(=NC1)SC)NC1=CC(=CC=C1)NC(=O)OC(C)(C)C